L-2,4-dihydroxypyridine OC1=NC=CC(=C1)O